(E)-5,5-dimethyl-2-[4-(2-pyridyl)-2-piperazinylcarbonylamino]-3-hexenoic acid CC(/C=C/C(C(=O)O)NC(=O)C1NCCN(C1)C1=NC=CC=C1)(C)C